FC(C1=C(C=CC(=C1)C)C=1CCCC2=C(C1C1=CC=C(C=C1)CC1CN(C1)CCCF)C=CC=C2)F 8-(2-(Difluoromethyl)-4-methylphenyl)-9-(4-((1-(3-fluoropropyl)azetidin-3-yl)methyl)phenyl)-6,7-dihydro-5H-benzo[7]annulen